(R)-6-((2-aminopyrimidin-5-yl)methyl)-N-(3-((3-(dimethylamino)pyrrolidin-1-yl)methyl)-5-(trifluoromethyl)phenyl)-4,5,6,7-tetrahydrothieno[2,3-c]pyridine-3-carboxamide NC1=NC=C(C=N1)CN1CC2=C(CC1)C(=CS2)C(=O)NC2=CC(=CC(=C2)C(F)(F)F)CN2C[C@@H](CC2)N(C)C